6-(pyridin-4-yl)-1,3-dihydro-2H-pyrrolo[3,2-b]pyridin-2-one N1=CC=C(C=C1)C=1C=C2C(=NC1)CC(N2)=O